C[C@@]1(CCC[C@]2([C@H]1CC[C@@]3([C@@H]2C[C@H]([C@]4([C@H]3CCC5=C4C(=O)OC5)C)O)C)C)CO The molecule is a scalarane sesterterpenoid isolated from the marine sponge Hyrtios erectus and has been shown to exhibit antineoplastic activity. It has a role as a metabolite and an antineoplastic agent. It is a gamma-lactone, an organic heteropentacyclic compound, a scalarane sesterterpenoid, a secondary alcohol, a terpene lactone and a primary alcohol.